ethyl 2-[4-(difluoromethyl)-7-methyl-6-[4-(4-tert-butyl-dimethylsilyloxy-1-piperidyl)phenyl]indazol-2-yl]-2-[(6R)-6-fluoro-6,7-dihydro-5H-pyrrolo[1,2-c]imidazol-1-yl]acetate FC(C=1C2=CN(N=C2C(=C(C1)C1=CC=C(C=C1)N1CCC(CC1)O[Si](C)(C)C(C)(C)C)C)C(C(=O)OCC)C1=C2N(C=N1)C[C@@H](C2)F)F